The molecule is a dipeptide zwitterion obtained by transfer of a proton from the carboxy to the amino terminus of Val-Gly. It has a role as a metabolite. It is a tautomer of a Val-Gly. CC(C)[C@@H](C(=O)NCC(=O)[O-])[NH3+]